NC(CN1N=CC(=C1)C1=C(NC2=C(C=CC=C12)[C@H](C)N1C(OC2(CC(C2)CN)C1)=O)C(=O)O)=N 3-(1-(2-amino-2-iminoethyl)-1H-pyrazol-4-yl)-7-((S)-1-((2S,4r)-2-(aminomethyl)-6-oxo-5-oxa-7-azaspiro[3.4]oct-7-yl)ethyl)-1H-indole-2-carboxylic acid